S1C(=NC2=C1C=CC=C2)NC(=O)C=2C=CC=C1CCN(CC21)C2=CC=C(C(=N2)C(=O)O)C2=C(N(C(=C2)C#N)CC2(CCCCC2)N2CCCCC2)C 6-[8-(1,3-benzothiazol-2-ylcarbamoyl)-3,4-dihydroisoquinolin-2(1H)-yl]-3-(5-cyano-2-methyl-1-{[1-(piperidin-1-yl)cyclohexyl]methyl}-1H-pyrrol-3-yl)pyridine-2-carboxylic acid